ClC1=NC=C(C(=C1)C1=C(C=NC(=C1)C)C(=O)NC=1SC2=C(N1)CN(C2)C(=O)C2=NC=C(N=C2)C(F)F)OC 2'-chloro-N-(5-(5-(difluoromethyl)pyrazine-2-carbonyl)-5,6-dihydro-4H-pyrrolo[3,4-d]thiazol-2-yl)-5'-methoxy-6-methyl-[4,4'-bipyridine]-3-carboxamide